2-(((1r,4r)-4-(dimethyl-amino)cyclohexyl)-amino)-6-(4-(3-ethyl-2-oxopyrrolidin-1-yl)-2,3-difluorophenyl)-8-iso-propylpyrido[2,3-d]-pyrimidin-7(8H)-one CN(C1CCC(CC1)NC=1N=CC2=C(N1)N(C(C(=C2)C2=C(C(=C(C=C2)N2C(C(CC2)CC)=O)F)F)=O)C(C)C)C